2-(ethyl((6-fluoro-4-oxo-3,4-dihydroquinazolin-2-yl)methyl)amino)-N-methylacetamide C(C)N(CC(=O)NC)CC1=NC2=CC=C(C=C2C(N1)=O)F